cyclopentane-d8 C1(C(C(C(C1)([2H])[2H])([2H])[2H])([2H])[2H])([2H])[2H]